3-(3-((dimethylamino)methyl)phenyl)-3-(5-(2-(5,6,7,8-tetrahydro-1,8-naphthyridin-2-yl)ethyl)-1H-indazol-1-yl)propanoic acid CN(C)CC=1C=C(C=CC1)C(CC(=O)O)N1N=CC2=CC(=CC=C12)CCC1=NC=2NCCCC2C=C1